BrC1=C(C(=CC=C1F)F)O 2-bromo-3,6-difluorophenol